ClC1C(OC2(C(C3=C(C(C2(C1)Cl)=O)C(=C(C(=C3[N+]#N)O)C)O)=O)C\C=C(\CCC=C(C)C)/C)(C)C 3,4a-Dichloro-10a-[(2E)-3,7-dimethyl-2,6-octadien-1-yl]-6,8-dihydroxy-2,2,7-trimethyl-5,10-dioxo-3,4,4a,5,10,10a-hexahydro-2H-benzo[g]chromene-9-diazonium